N1=CC=C(C=C1)C1=C2CO[C@@H](C2=CC=C1)CNC(OC(C)(C)C)=O (S)-tert-butyl ((4-(pyridin-4-yl)-1,3-dihydroisobenzofuran-1-yl)methyl)carbamate